C(CC#C)C1(N=N1)CCOC1=CC=C(C=C1)C1=CC=C(C=C1)NC=1C2=C(N=C(N1)C=1CCOCC1)C(N(C2)C(C)C)=O 4-((4'-(2-(3-(but-3-yn-1-yl)-3H-diazirin-3-yl)ethoxy)-[1,1'-biphenyl]-4-yl)amino)-2-(3,6-dihydro-2H-pyran-4-yl)-6-isopropyl-5,6-dihydro-7H-pyrrolo[3,4-d]pyrimidin-7-one